(1S,5R)-1-(2-chloro-4-fluorophenyl)-3-(5-(hydroxymethyl)-4-(6-methoxypyridin-3-yl)-4H-1,2,4-triazol-3-yl)-3-azabicyclo[3.1.0]hexane ClC1=C(C=CC(=C1)F)[C@]12CN(C[C@@H]2C1)C1=NN=C(N1C=1C=NC(=CC1)OC)CO